3-((2-((1R,4R)-2-oxa-5-azabicyclo[2.2.1]heptan-5-yl)-8-azaspiro[4.5]decan-8-yl)sulfonyl)-5-fluorobenzonitrile [C@H]12OC[C@H](N(C1)C1CC3(CC1)CCN(CC3)S(=O)(=O)C=3C=C(C#N)C=C(C3)F)C2